2-(2-iodophenyl)naphthalene IC1=C(C=CC=C1)C1=CC2=CC=CC=C2C=C1